1-isopropylamino-3-(4-nitro-1-naphthoxy)-2-propanol C(C)(C)NCC(COC1=CC=C(C2=CC=CC=C12)[N+](=O)[O-])O